ClC=1C=C(C=NC1N1N=CC(=C1)CO)NC(=O)C=1C=NN(C1C(F)(F)F)C1=C2C=CNC(C2=CC=C1)=O N-(5-Chloro-6-(4-(hydroxymethyl)-1H-pyrazol-1-yl)pyridin-3-yl)-1-(1-oxo-1,2-dihydroisochinolin-5-yl)-5-(trifluoromethyl)-1H-pyrazol-4-carboxamid